2'-chloro-N-(5-(2-(4-cyanophenoxy)propan-2-yl)-1,3,4-selenadiazol-2-yl)-5'-methoxy-6-methyl-[4,4'-bipyridine]-3-carboxamide ClC1=NC=C(C(=C1)C1=C(C=NC(=C1)C)C(=O)NC=1[Se]C(=NN1)C(C)(C)OC1=CC=C(C=C1)C#N)OC